2-(diphenylphosphoryl)pyridin C1(=CC=CC=C1)P(=O)(C1=CC=CC=C1)C1=NC=CC=C1